(3s,4s)-1-(2,4-dimethoxybenzyl)-4-methyl-5-oxopyrrolidine-3-carboxylic acid COC1=C(CN2C[C@H]([C@@H](C2=O)C)C(=O)O)C=CC(=C1)OC